ClC1=NC=C(C(=C1)C(CCOC)O)F 1-(2-chloro-5-fluoropyridin-4-yl)-3-methoxypropan-1-ol